2-butyl-1,3-dithiolane C(CCC)C1SCCS1